2-[3'-(triphenylene-2-yl)-1,1'-biphenyl-4-yl]-4,6-diphenyl-1,3,5-triazine C1=C(C=CC=2C3=CC=CC=C3C3=CC=CC=C3C12)C=1C=C(C=CC1)C1=CC=C(C=C1)C1=NC(=NC(=N1)C1=CC=CC=C1)C1=CC=CC=C1